ClC1=CC=C(C=C1)C=1C=C2CCCC(C2=CC1)NC(O[C@@H]1CN2CCC1CC2)=O (S)-quinuclidin-3-yl (6-(4-chlorophenyl)-1,2,3,4-tetrahydronaphthalen-1-yl)carbamate